CN(C/C=C/C(=O)N1CCC2(C3=C(C(NC2)=O)C(=C(N3)C3=C(C=NC=C3)F)I)CC1)C 1-[(2E)-4-(dimethylamino)but-2-enoyl]-2'-(3-fluoropyridin-4-yl)-3'-iodo-5',6'-dihydro-1'H-spiro[piperidine-4,7'-pyrrolo[3,2-c]pyridin]-4'-one